FC1CC(N(C1)C(CN1N=C(C2=CC(=CC=C12)C=1C=NC(=NC1)C)C(C)O)=O)C(=O)N 4-fluoro-1-(2-(3-(1-hydroxyethyl)-5-(2-methylpyrimidin-5-yl)-1H-indazol-1-yl)acetyl)pyrrolidine-2-carboxamide